C1(=CC=CC=C1)N1N=NN=C1S 1-phenyl-5-mercapto-tetrazole